(+/-)-N5-Cyclopropyl-N7-methyl-3-phenyl-2,3-dihydrobenzofuran-5,7-dicarboxamid C1(CC1)NC(=O)C=1C=C(C2=C([C@H](CO2)C2=CC=CC=C2)C1)C(=O)NC |r|